The molecule is a carboxamide resulting from the formal condensation of the carboxylic acid group of N-(isopropoxycarbonyl)valine with the amino group of methyl 3-amino-3-(4-chlorophenyl)propanoate. It is a carbamate ester, a valine derivative, a carboxamide, a member of monochlorobenzenes and a methyl ester. CC(C)C(C(=O)NC(CC(=O)OC)C1=CC=C(C=C1)Cl)NC(=O)OC(C)C